N-(2-(dimethylamino)ethyl)amine CN(CCN)C